C(C)(C)(C)C=1C=C(C=C(C1O)C(C)(C)C)CCC(=O)OCC(COC(CCC1=CC(=C(C(=C1)C(C)(C)C)O)C(C)(C)C)=O)(COC(CCC1=CC(=C(C(=C1)C(C)(C)C)O)C(C)(C)C)=O)COC(CCC1=CC(=C(C(=C1)C(C)(C)C)O)C(C)(C)C)=O Pentaerythritol Tetrakis(3-(3,5-di-tert-butyl-4-hydroxyphenyl) propionate)